(S)-2-(4-(6-((4-cyano-2-fluorobenzyl)oxy)-5-fluoropyridin-2-yl)-2-fluorobenzyl)-1-(oxetan-2-ylmethyl)-1H-benzo[d]imidazole-6-carboxylic acid C(#N)C1=CC(=C(COC2=C(C=CC(=N2)C2=CC(=C(CC3=NC4=C(N3C[C@H]3OCC3)C=C(C=C4)C(=O)O)C=C2)F)F)C=C1)F